C(C)(C)(C)OC(CN1C[C@@H](O[C@@H](C1)C)C)=O cis-2-(2,6-dimethylmorpholino)acetic acid tert-butyl ester